FC=1C=CC=C2C(=NC(NC12)(C)C)C=1C=NC2=C(C=CC=C2C1)F 8-fluoro-4-(8-fluoroquinolin-3-yl)-2,2-dimethylquinazoline